5-(3-nitrophenyl)-2-(N,N-bis-tert-butoxycarbonylamino)-1H-imidazole [N+](=O)([O-])C=1C=C(C=CC1)C1=CN=C(N1)N(C(=O)OC(C)(C)C)C(=O)OC(C)(C)C